racemic-trans-2,2-difluoro-N-(2-(4-fluoro-3-methoxyphenyl)-1-(1-(1-methyl-6-oxo-1,6-dihydropyridin-3-yl)-1H-indazol-5-yl)-5-oxopyrrolidin-3-yl)propanamide FC(C(=O)N[C@H]1[C@@H](N(C(C1)=O)C=1C=C2C=NN(C2=CC1)C1=CN(C(C=C1)=O)C)C1=CC(=C(C=C1)F)OC)(C)F |r|